N-butyl-N-ethylphenyl-urea C(CCC)N(C(=O)NC1=CC=CC=C1)CC